2-(1-methylimidazol-4-yl)acetic acid CN1C=NC(=C1)CC(=O)O